ClC1=CC(=C(C=C1)C1C(C(NC1CC(C)(C)C)C(=O)O)C1=CC(=CC=C1)OC)F 4-(4-chloro-2-fluorophenyl)-3-(3-methoxyphenyl)-5-neopentylpyrrolidine-2-carboxylic acid